calcium pantothenate (mevalonate) C(C[C@@](O)(C)CCO)(=O)[O-].C(CCNC([C@H](O)C(C)(C)CO)=O)(=O)[O-].[Ca+2]